ClC=1C=CC2=C(C[C@](O2)(C2=CC=CC=C2)CNC(OC(C)(C)C)=O)C1C1=C(C(=CC=C1C#N)F)F tert-butyl (((2S,4S)-5-chloro-4-(6-cyano-2,3-difluorophenyl)-2-phenyl-2,3-dihydrobenzofuran-2-yl)methyl)carbamate